N-(5-Cyano-6-methoxypyridin-3-yl)-1-(isochinolin-4-yl)-5-(trifluoromethyl)-1H-pyrazol-4-carboxamid C(#N)C=1C=C(C=NC1OC)NC(=O)C=1C=NN(C1C(F)(F)F)C1=CN=CC2=CC=CC=C12